N-(4-(6-(((3aR,5s,6aS)-2-(2-(trifluoromethyl)benzyl)octahydrocyclopenta[c]pyrrol-5-yl)amino)pyridazin-3-yl)phenyl)acetamide FC(C1=C(CN2C[C@@H]3[C@H](C2)CC(C3)NC3=CC=C(N=N3)C3=CC=C(C=C3)NC(C)=O)C=CC=C1)(F)F